N-(3-(1H-1,2,3-triazol-4-yl)bicyclo[1.1.1]Pent-1-yl)-2,4-dihydroxy-6-oxo-1,6-dihydropyrimidine-5-carboxamide N1N=NC(=C1)C12CC(C1)(C2)NC(=O)C2=C(N=C(NC2=O)O)O